N-iodosarcosine IN(C)CC(=O)O